triphenylsulfonium 2-[(adamantane-1-carbonyl)oxy]-2-trifluoromethyl-3,3,3-trifluoropropane-1-sulfonate C12(CC3CC(CC(C1)C3)C2)C(=O)OC(CS(=O)(=O)[O-])(C(F)(F)F)C(F)(F)F.C2(=CC=CC=C2)[S+](C2=CC=CC=C2)C2=CC=CC=C2